3-acrylamido-N-(1,4-dimethyl-2-oxo-1,2,3,4-tetrahydroquinolin-6-yl)benzamide C(C=C)(=O)NC=1C=C(C(=O)NC=2C=C3C(CC(N(C3=CC2)C)=O)C)C=CC1